1-allyl-3-methylimidazolium iron iodide [Fe](I)I.C(C=C)N1C=[N+](C=C1)C